C(CCCCC)C(CCCCC(=O)OCC)CCCCCC ethyl 6-hexyldodecanoate